2-(methoxymethyl)pyrimidin COCC1=NC=CC=N1